3-fluoromethyl-1-methylpyrazol-4-ylcarboxamide FCC1=NN(C=C1C(=O)N)C